N-(1H-indazol-5-yl)-3-[5-(piperidin-1-ylmethyl)-1,2,4-oxadiazol-3-yl]imidazo[1,2-b]pyridazin-6-amine N1N=CC2=CC(=CC=C12)NC=1C=CC=2N(N1)C(=CN2)C2=NOC(=N2)CN2CCCCC2